3-(4,6-dichloropyrimidin-5-yl)butanoic acid methyl ester COC(CC(C)C=1C(=NC=NC1Cl)Cl)=O